(R)-7-((5-(3-(2-(dimethylamino)-propan-2-yl)piperidin-1-yl)pyridin-2-yl)amino)-4-(7-fluoroimidazo[1,2-a]pyridin-3-yl)isoindolin-1-one CN(C(C)(C)[C@H]1CN(CCC1)C=1C=CC(=NC1)NC=1C=CC(=C2CNC(C12)=O)C1=CN=C2N1C=CC(=C2)F)C